FC(C(Cl)F)(F)N(CC)CC 1,1,2-trifluoro-2-chloro-ethyl-N,N-diethylamine